iron(III) perchlorate Cl(=O)(=O)(=O)[O-].[Fe+3].Cl(=O)(=O)(=O)[O-].Cl(=O)(=O)(=O)[O-]